N-[4-(3-Cyanophenyl)-5-(4-methylquinazolin-6-yl)thiazol-2-yl]-8-oxa-2,5-diazaspiro[3.5]nonane-2-carboxamide C(#N)C=1C=C(C=CC1)C=1N=C(SC1C=1C=C2C(=NC=NC2=CC1)C)NC(=O)N1CC2(C1)NCCOC2